C(#N)C(C1=CC=CC2=CC=CC=C12)C=1C(=C(C(=O)N)C=C(C1)[N+](=O)[O-])C (cyano(naphthalen-1-yl)methyl)-2-methyl-5-nitrobenzamide